C1(=CC=C(C=C1)N(C=1C=CC=C2C1OC1=C2C=2C=CC=CC2C=C1)C1=CC=2C(C3=CC=CC=C3C2C=C1)(C)C)C1=CC=CC=C1 N-(1,1'-biphenyl-4-yl)-N-(9,9-dimethyl-9H-fluoren-2-yl)-benzo[b]naphtho[1,2-d]furan-8-amine